ClC=1C=CC2=C(C(CC(O2)C(=O)NC23CC(C2)(C3)NC(COC3=CC(=C(C=C3)Cl)F)=O)NC3CC(C3)(F)F)C1 6-chloro-N-{3-[2-(4-chloro-3-fluorophenoxy)acetamido]bicyclo[1.1.1]pentan-1-yl}-4-[(3,3-difluorocyclobutyl)amino]-3,4-dihydro-2H-1-benzopyran-2-carboxamide